COC(=O)C=1C=NC(=CC1)COC=1SC(=NN1)NC=1C=NC(=CC1C1=C(C=CC=C1OC)F)C 6-(((5-(4-(2-fluoro-6-methoxyphenyl)-6-methylpyridin-3-ylamino)-1,3,4-thiadiazol-2-yl)oxy)methyl)pyridine-3-carboxylic acid methyl ester